1H-pyrrole-1,2-dicarboxylate N1(C(=CC=C1)C(=O)[O-])C(=O)[O-]